ethyl (rac)-(trans)-2-(6-chloroisoquinolin-1-yl)cyclopropane-1-carboxylate ClC=1C=C2C=CN=C(C2=CC1)[C@H]1[C@@H](C1)C(=O)OCC |r|